orthoperiodic acid I(=O)(O)(O)(O)(O)O